trimethylsilyl 2-(piperidin-4-yl)acetate N1CCC(CC1)CC(=O)O[Si](C)(C)C